Tert-butyl 5-(3,4-dihydronaphthalen-2-yl)-7-(benzyloxy)-[1,2,4]triazolo[1,5-a]pyridine-8-carboxylate C1=C(CCC2=CC=CC=C12)C1=CC(=C(C=2N1N=CN2)C(=O)OC(C)(C)C)OCC2=CC=CC=C2